P(O)(=O)(OP(=O)(O)OP(=O)(O)O)OC[C@@H]1[C@H](C[C@@H](O1)N1C(=O)NC(=O)C(=C1)CC=CNC(CCCCCNC(CCCC[C@@H]1SC[C@@H]2NC(=O)N[C@H]12)=O)=O)O 5-(N-(N-biotinyl-epsilon-aminocaproyl)-3-aminoallyl)deoxyuridine triphosphate